NC1=NN2C(C=C(C=C2)C=2C(=C(C(=O)NCC(C(C3=CC=C(C=C3)F)(F)F)O)C(=CC2)C)F)=N1 3-(2-amino-[1,2,4]triazolo[1,5-a]pyridin-7-yl)-N-(3,3-difluoro-3-(4-fluorophenyl)-2-hydroxypropyl)-2-fluoro-6-methylbenzamide